(±)-Trans-N-(chrysen-6-yl)-2-(5-fluoropyridin-2-yl)-4-oxoazetidin-3-yl sulfurisocyanatidate S(O[C@H]1[C@@H](N(C1=O)C=1C=C2C=3C=CC=CC3C=CC2=C2C=CC=CC12)C1=NC=C(C=C1)F)(=O)(=O)N=C=O |r|